3',5'-di-(N-carbazolyl)-[1,1'-biphenyl]-2-carbonitrile C1=CC=CC=2C3=CC=CC=C3N(C12)C=1C=C(C=C(C1)N1C2=CC=CC=C2C=2C=CC=CC12)C=1C(=CC=CC1)C#N